O(CCN1CCOCC1)CCN1CCOCC1 4'-(oxybis-2,1-ethanediyl)dimorpholine